Dimethyl (2-benzyl-1,2,3,4-tetrahydroisoquinolin-1-yl)phosphonate C(C1=CC=CC=C1)N1C(C2=CC=CC=C2CC1)P(OC)(OC)=O